N-benzyl-N-((R)-2-((tert-butoxycarbonyl)amino)pentanoyl)-L-alanine methyl ester COC([C@@H](N(C([C@@H](CCC)NC(=O)OC(C)(C)C)=O)CC1=CC=CC=C1)C)=O